C(C)(C)(C)OC(NC1C(N(CC1)C1=C(C(=C(C=C1)Br)F)F)=O)=O (1-(4-bromo-2,3-difluorophenyl)-2-oxopyrrolidin-3-yl)carbamic acid tert-butyl ester